NC1COC2=CC(=CC(=C2C1)F)N1CCN(CC1)C(=O)OC(C)(C)C tert-butyl 4-(3-amino-5-fluorochroman-7-yl)piperazine-1-carboxylate